Cl.COC=1C=C2CCNCC2=CC1OC 6,7-Dimethoxy-1,2,3,4-tetrahydroisoquinoline hydrochloride